S1C(=NN=C1)NC(CCC1=NC=2C(=NC=CC2)N1CC1=CC=C(C=C1)OC(F)(F)F)=O N-[1,3,4]Thiadiazol-2-yl-3-[3-(4-trifluoromethoxy-benzyl)-3H-imidazo[4,5-b]pyridin-2-yl]-propionamide